5-ethoxy-2,2-dimethyl-2H-chromene-6-carboxylic acid C(C)OC1=C2C=CC(OC2=CC=C1C(=O)O)(C)C